[Li+].P(=O)([O-])([O-])[O-].[Ge+2] Germanium Phosphate Lithium